ClC=1C(=CC=2N(C1)N=C(C2CC)C(O)(C2=CC=CC=C2)C2=CC=CC=C2)C2=NN=NN2 [6-Chloro-3-ethyl-5-(1H-tetrazol-5-yl)-pyrazolo[1,5-a]pyridin-2-yl]-diphenyl-methanol